2-(4-cyclopropyl-6-methoxypyrimidin-5-yl)-8-({3-methoxy-4-[5-methoxy-3-(trifluoromethyl)pyrazol-1-yl]phenyl}methyl)pyrido[2,3-d]pyrimidin-7-one C1(CC1)C1=NC=NC(=C1C=1N=CC2=C(N1)N(C(C=C2)=O)CC2=CC(=C(C=C2)N2N=C(C=C2OC)C(F)(F)F)OC)OC